FC(C(=O)O)(F)F.FC(C(=O)O)(F)F.N1C(=CC=2C=NC=CC21)CNC([C@H](C)NC(=O)[C@@H]2N(CC[C@@H](C2)C2=CC=CC=C2)CCC(=O)O)=O 3-((2R,4S)-2-(((S)-1-(((1H-pyrrolo[3,2-c]pyridin-2-yl)methyl)amino)-1-oxopropan-2-yl)carbamoyl)-4-phenylpiperidin-1-yl)propanoic acid di-trifluoroacetate salt